C(C)N(C1=NC(=CC2=CN=C(C=C12)N[C@@H]1CNCCC1)C#N)CC (S)-1-(diethylamino)-7-(piperidin-3-ylamino)-2,6-naphthyridine-3-carbonitrile